COC=1N=C2C(=CC=NC2=CC1OC)OC1=C(C=C(C=C1)NC(=O)C=1C(N(C(=C(C1)C(C)C)C)C1=CC=C(C=C1)F)=O)F N-[4-[(6,7-Dimethoxy-1,5-naphthyridin-4-yl)oxy]-3-fluorophenyl]-1-(4-fluorophenyl)-6-methyl-2-oxo-5-propan-2-ylpyridine-3-carboxamide